CC(C1=CC=CC=C1)(C)C1=C(C(=CC(=C1)C(C1=CC=CC=C1)(C)C)N1N=C2C(=N1)C=CC=C2)O 2,4-bis(α,α-dimethylbenzyl)-6-(2H-benzotriazol-2-yl)phenol